FC(CN1N=C(C=2C1=NC(=NC2)N2CCC1(CCN(C1=O)C=1C=NC(=CC1)C(F)(F)F)CC2)C)F 8-(1-(2,2-difluoroethyl)-3-methyl-1H-pyrazolo[3,4-d]pyrimidin-6-yl)-2-(6-(trifluoromethyl)pyridin-3-yl)-2,8-diazaspiro[4.5]decan-1-one